HYDROXYQUINOXALINONE OC=1C(NC2=CC=CC=C2N1)=O